trans-3-(4-(6-(4-methylpiperazin-1-yl)pyridin-2-yl)-1H-pyrazol-1-yl)cyclobutane-1-carboxylic acid CN1CCN(CC1)C1=CC=CC(=N1)C=1C=NN(C1)[C@@H]1C[C@H](C1)C(=O)O